NC1=CC(=C2C(=N1)C=C(S2)C2=CC=NN2)OC[C@@H](CO)O (R)-3-((5-amino-2-(1H-pyrazol-5-yl)thieno[3,2-b]pyridin-7-yl)oxy)propane-1,2-diol